3-formylglutaraldehyde C(=O)C(CC=O)CC=O